1-(2,6-diazaspiro[3.3]heptan-2-yl)ethan-1-one hydrochloride Cl.C1N(CC12CNC2)C(C)=O